[Al].[Ni].C1(=CC=CC=C1)C=1C(=NNC1)C1=CC(=CC(=C1)C1=NNC=C1C1=CC=CC=C1)C1=NNC=C1C1=CC=CC=C1 1,3,5-tris(4-phenylpyrazolyl)benzene Nickel-Aluminium